2,5-dihydro-2,5-dimethoxyfuran COC1OC(C=C1)OC